CC1=C2CC(CC2=CC=C1)N 4-methylindan-2-amine